C[C@]1(OCC2=C1N=C(N=C2)C(=O)N[C@H]2COC1=C(N(C2=O)C)C=CC=C1)C(F)(F)F (7R)-7-methyl-N-[(3S)-5-methyl-4-oxo-2,3-dihydro-1,5-benzoxazepin-3-yl]-7-(trifluoromethyl)-5H-furo[3,4-d]pyrimidine-2-carboxamide